(R)-N-(5-chloro-3-((5-chloro-3-methyl-4-oxo-3,4-dihydroquinazolin-6-yl)amino)-2-fluorophenyl)-3-fluoropyrrolidine-1-sulfonamide ClC=1C=C(C(=C(C1)NS(=O)(=O)N1C[C@@H](CC1)F)F)NC=1C(=C2C(N(C=NC2=CC1)C)=O)Cl